ClC1=C(C=C2CCN(CC2=C1)C)NC=1N=NC(=C(N1)NC1=C(C=CC=C1)C(C)OC)C(=O)N ((7-chloro-2-methyl-1,2,3,4-tetrahydroisoquinolin-6-yl)amino)-5-((2-(1-methoxyethyl)phenyl)amino)-1,2,4-triazine-6-carboxamide